1,2-dibromodiphenyl-ethane BrC(C(Br)C1=CC=CC=C1)C1=CC=CC=C1